L-Nα-methylalanine CN[C@@H](C)C(=O)O